COC(=O)C1=NC(=NC=C1N)C(F)(F)F 5-amino-2-(trifluoromethyl)pyrimidine-4-carboxylic acid methyl ester